ClC1=C(C(=O)N2N=C(C=C2NCC=2SC(=CC2)Cl)C2CN(C2)S(=O)(=O)N2CCNCC2)C=CC=C1 1-(2-Chlorobenzoyl)-N-[(5-chlorothiophen-2-yl)methyl]-3-[1-(piperazin-1-sulfonyl)azetidin-3-yl]-1H-pyrazol-5-amin